FC1(OC2=C(O1)C=CC(=C2)[C@H](C)NC2=NC=CC(=C2)N2N=C(C=1CCCC(C21)=O)C(F)(F)F)F 1-[2-[[(1S)-1-(2,2-difluoro-1,3-benzodioxol-5-yl)ethyl]amino]-4-pyridinyl]-3-(trifluoromethyl)-5,6-dihydro-4H-indazol-7-one